C(C)OC1=CC=C(C=C1)NC(N)=O 3-(4-ethoxyphenyl)urea